ClC=1C=C2C=C(NC2=CC1NCC1=NOC(=C1)C)CNC(=O)C1(CC1)C N-[(5-chloro-6-{[(5-methyl-3-isoxazolyl)methyl]amino}-2-indolyl)methyl]1-methylcyclopropanecarboxamide